2,3-dimethyl-2-acetyl-5-cyclohexene CC1(CC=CCC1C)C(C)=O